O1C=CC(C2=CC=CC=C12)=S 4H-chromene-4-thione